C12CC(CC(CC1)N2)N(C=2SC1=C(C=NC(=C1)C=1C=C(C=3N(C1)C=C(N3)C)C#N)N2)C 6-{2-[(3-exo)-8-Azabicyclo[3.2.1]oct-3-yl(methyl)amino][1,3]thiazolo[4,5-c]pyridin-6-yl}-2-methylimidazo[1,2-a]pyridin-8-carbonitril